C(C)(C)(C)OC(=O)N1CCC(CC1)N1N=C(C(=C1)[N+](=O)[O-])C(F)(F)F 4-(4-Nitro-3-(trifluoromethyl)-1H-pyrazol-1-yl)piperidine-1-carboxylic acid tert-butyl ester